9-(4,6-diphenyl-1,3,5-triazine-2-yl)-9'-phenyl-3,3'-bi[9H-carbazole] C1(=CC=CC=C1)C1=NC(=NC(=N1)C1=CC=CC=C1)N1C2=CC=CC=C2C=2C=C(C=CC12)C=1C=CC=2N(C3=CC=CC=C3C2C1)C1=CC=CC=C1